(25S)-spirost-5-ene-3β,17α,27-triol C[C@H]1[C@]2([C@H](C[C@H]3[C@@H]4CC=C5C[C@H](CC[C@]5(C)[C@H]4CC[C@]23C)O)O[C@]12CC[C@@H](CO)CO2)O